aminoplatinum N[Pt]